3-sulfopropyl acrylate lithium salt [Li+].C(C=C)(=O)OCCCS(=O)(=O)[O-]